7-methoxy-{[(2S,3R)-3-methyl-5-oxopyrrolidin-2-yl]methoxy}isoquinoline-6-carboxamide COC1=C(C=C2C=CN=C(C2=C1)OC[C@H]1NC(C[C@H]1C)=O)C(=O)N